(3z)-(1-(6-methoxy-1H-indol-1-yl)-2,2-dimethylpropan-1-one) COC1=CC=C2C=CN(C2=C1)C(C(C)(C)C)=O